C(C)(C)(C)OC(=O)N1C[C@@H](N(CC1)C1=NC=C(C(=C1Cl)C)C(F)(F)F)CO (R)-4-(3-Chloro-5-(trifluoromethyl)methylpyridyl)-3-(hydroxymethyl)piperazine-1-carboxylic acid tert-butyl ester